ethyl 5'-(4-fluorophenyl)-1-((2-(trimethylsilyl) ethoxy) methyl)-1H,3'H-[2,4'-biimidazole]-4-carboxylate FC1=CC=C(C=C1)C1=C(NC=N1)C=1N(C=C(N1)C(=O)OCC)COCC[Si](C)(C)C